2-(piperidin-1-yl)-1-(4-(pyridin-2-yl)-3,4-dihydroquinoxalin-1(2H)-yl)ethan-1-one N1(CCCCC1)CC(=O)N1CCN(C2=CC=CC=C12)C1=NC=CC=C1